COC1=NC=CC2=C(C=CC=C12)C=1N(C(=CN1)C(=O)NC1=CC(=NC=C1)C(F)(F)F)C(F)(F)F 2-(1-methoxyisoquinolin-5-yl)-1-(trifluoromethyl)-N-(2-(trifluoromethyl)pyridin-4-yl)-1H-imidazole-5-carboxamide